C[Se]C1=CC=C(C=C1)C1=NC2=C(N1)C=CC=C2 2-(4-(methylselanyl)phenyl)-1H-benzo[d]imidazole